C(#N)C=1N=CC(=NC1)OCC12CC(C1)(C2)C(=O)N(C)[C@@H](C)C2=C(C=CC=C2)F (S)-3-(((5-cyanopyrazin-2-yl)oxy)methyl)-N-(1-(2-fluoro-phenyl)ethyl)-N-methyl-bicyclo[1.1.1]pentane-1-carboxamide